FC(C(N)C1=CC=C(C=C1)C=1C2=C(N=C(N1)N1[C@H](CC1)C)CCC2)(F)F 2,2,2-trifluoro-1-[4-[2-[(2S)-2-methylazetidin-1-yl]-6,7-dihydro-5H-cyclopenta[d]pyrimidin-4-yl]phenyl]ethanamine